CNCCC(=O)OCCCC butyl 3-(methylamino)propanoate